BrC1=NC(=CC(=C1)C1(CC(C1)C)C(=O)NN)F (2-bromo-6-fluoropyridin-4-yl)-3-methylcyclobutane-1-carboxylic acid hydrazide